S1C2=C(C(=C1)CC=1C(=CC(=C(N)C1)F)OC)C=CC=C2 5-(benzo[b]thiophen-3-ylmethyl)-2-fluoro-4-methoxyaniline